NCC[C@@H](C)NC(OC(C)(C)C)=O (R)-tert-Butyl 4-aminobutan-2-ylcarbamate